ClC=1C(N(C(C1N1CCOCC1)=O)C1=CC(=C(C=C1)Cl)Cl)=O 3-chloro-1-(3,4-dichlorophenyl)-4-(4-morpholinyl)-1H-pyrrole-2,5-dione